(4-amino-7-(1H-pyrazol-3-yl)-2H-pyrazolo[4,3-c]quinolin-2-yl)ethan-1-ol NC1=NC=2C=C(C=CC2C=2C1=CN(N2)C(C)O)C2=NNC=C2